C(C1=CC=CC=C1)(C1=CC=CC=C1)N1C[C@H](N(CC1)CC=1C=C2CN(C(C2=CC1)=O)N1C(NC(CC1)=O)=O)C (R)-1-(5-((4-benzhydryl-2-methylpiperazin-1-yl)methyl)-1-oxoisoindolin-2-yl)dihydropyrimidine-2,4(1H,3H)-dione